4-(Methylsulfonyl)benzyl (7-ethyl-1-hydroxy-1,3-dihydrobenzo[c][1,2]oxaborole-6-carbonyl)-L-valinate C(C)C1=C(C=CC2=C1B(OC2)O)C(=O)N[C@@H](C(C)C)C(=O)OCC2=CC=C(C=C2)S(=O)(=O)C